cyclopentyl (2S)-2-[[4-[[8-(hydroxyamino)-8-oxo-octanoyl]amino]phenyl]-methylamino]-2-phenyl-acetate ONC(CCCCCCC(=O)NC1=CC=C(C=C1)N([C@H](C(=O)OC1CCCC1)C1=CC=CC=C1)C)=O